3-(tert-Butyl)-N-(2-fluoro-4-(2-(1-isopropyl-3,5-dimethyl-1H-pyrazol-4-yl)-3H-imidazo[4,5-b]pyridin-7-yl)benzyl)-1,2,4-oxadiazole-5-carboxamide C(C)(C)(C)C1=NOC(=N1)C(=O)NCC1=C(C=C(C=C1)C1=C2C(=NC=C1)NC(=N2)C=2C(=NN(C2C)C(C)C)C)F